NC1=NC(=C(C=C1C=1C=C2CCNC(C2=C(C1)F)=O)C1=CC(=C(C=C1)N1CCN(CC1)C(C)C)F)F 6-(2-amino-6-fluoro-5-(3-fluoro-4-(4-isopropylpiperazin-1-yl)phenyl)pyridin-3-yl)-8-fluoro-3,4-dihydroisoquinolin-1(2H)-one